C(#N)C1=C(OC=2C=C3C(N(C=NC3=CC2)CCCN(C(OC(C)(C)C)=O)C)=O)C(=CC=C1NS(=O)(=O)N1CCCC1)F tert-butyl N-[3-[6-[2-cyano-6-fluoro-3-(pyrrolidin-1-yl sulfonyl amino)phenoxy]-4-oxo-quinazolin-3-yl]propyl]-N-methyl-carbamate